N-(1-hydroxyethyl)glycine OC(C)NCC(=O)O